3-(2-(3-(benzyloxy)phenyl)-5-(pyrimidin-4-yl)phenyl)prop-2-enoic acid C(C1=CC=CC=C1)OC=1C=C(C=CC1)C1=C(C=C(C=C1)C1=NC=NC=C1)C=CC(=O)O